FC1(CCC(CC1)N(CC)C=1C(=C(C(=O)NCC=2C(NC(=CC2SC)C)=O)C=CC1)C)F ((4,4-difluorocyclohexyl)(ethyl)amino)-2-methyl-N-((6-methyl-4-(methylthio)-2-oxo-1,2-dihydropyridin-3-yl)methyl)benzamide